2,3-dihydro-6-(2-hydroxy-2-methyl-1-oxopropyl)-1,1,3-trimethyl-3-[4-(2-hydroxy-2-methyl-1-oxopropyl)phenyl]-1H-indene isopropyl-eicosanoate (arachidate) C(CCCCCCCCCCCCCCCCCCC)(=O)O.C(C)(C)OC(CCCCCCCCCCCCCCCCCCC)=O.OC(C(=O)C1=CC=C2C(CC(C2=C1)(C)C)(C1=CC=C(C=C1)C(C(C)(C)O)=O)C)(C)C